CC(C(=O)O[C@H]1[C@](O[C@@H]([C@H]1OC(C(C)C)=O)COP(=O)(OCOC(=O)C(C)C)OCOC(=O)C(C)C)(C#N)C1=CC=C2C(=NC=NN21)N)C (2R,3R,4R,5R)-2-(4-aminopyrrolo[2,1-f][1,2,4]triazine-7-yl)-5-((((bis(((isopropylcarbonyl)oxy)methoxy))phosphoryl)oxy)methyl)-2-cyanotetrahydrofuran-3,4-diyl bis(2-methylpropionate)